N-(6-(1-(3-aminopropylsulfonyl)piperidin-4-yl)-2-ethylimidazo[1,2-a]pyridin-3-yl)-4-(4-fluorophenyl)-N-methylthiazol-2-amine NCCCS(=O)(=O)N1CCC(CC1)C=1C=CC=2N(C1)C(=C(N2)CC)N(C=2SC=C(N2)C2=CC=C(C=C2)F)C